(E)-N-(4-(3-(3,4-Dihydroxyphenyl)acryloyl)phenyl)-benzamide OC=1C=C(C=CC1O)/C=C/C(=O)C1=CC=C(C=C1)NC(C1=CC=CC=C1)=O